CC1=NN=C2N1C1=C(C(=N2)N2CCOCC3=C2C=CC=C3C#CC3(CC3)C)C=CC(=N1)C(F)(F)F 1-(9-methyl-2-(trifluoromethyl)pyrido[3,2-e][1,2,4]triazolo[4,3-a]pyrimidin-5-yl)-6-((1-methylcyclopropyl)ethynyl)-1,2,3,5-tetrahydrobenzo[e][1,4]oxazepine